C(#N)C(CCC(=O)O)(C)S(=O)(=O)SS(=O)(=O)CCCCCCCCCCCC 4-cyano-4-(dodecylsulfonylthio)sulphonylpentanoic acid